phenyl-pentanedione C1(=CC=CC=C1)CC(C(CC)=O)=O